1,2,3,6,7,7a-hexahydro-3aH-3,6-methanopyrrolo[3,2-b]pyridine N1CC2C3N=CC(CC31)C2